(S)-1-(8-((3-chloro-2-(1H-pyrazol-1-yl)pyridin-4-yl)thio)imidazo[1,5-a]pyrazin-5-yl)-4'H,6'H-spiro[piperidine-4,5'-pyrrolo[1,2-b]pyrazol]-4'-amine (trifluoroacetate) FC(C(=O)O)(F)F.ClC=1C(=NC=CC1SC=1C=2N(C(=CN1)N1CCC3([C@@H](C=4N(N=CC4)C3)N)CC1)C=NC2)N2N=CC=C2